9,9'-((4-(2-(4,6-diphenyl-1,3,5-triazin-2-yl)phenyl)-6-(4-(3-methyl-9H-carbazol-9-yl)phenyl)pyridine-2,3-diyl)bis(4,1-phenylene))bis(9H-carbazole-3-carbonitrile) C1(=CC=CC=C1)C1=NC(=NC(=N1)C1=CC=CC=C1)C1=C(C=CC=C1)C1=C(C(=NC(=C1)C1=CC=C(C=C1)N1C2=CC=CC=C2C=2C=C(C=CC12)C)C1=CC=C(C=C1)N1C2=CC=CC=C2C=2C=C(C=CC12)C#N)C1=CC=C(C=C1)N1C2=CC=CC=C2C=2C=C(C=CC12)C#N